ClC1=C(C=CC=C1)C#CC1=C(C=CC=C1)Cl 1,2-bis(2-chlorophenyl)acetylene